COC1=C(C=C(C(=O)OC)C#N)C=CC=C1 methyl 2-methoxy-α-cyanocinnamate